1,2-bis(4,4-dimethylcyclohex-1-en-1-yl)ethylene CC1(CC=C(CC1)C=CC1=CCC(CC1)(C)C)C